phosphoryl-tristriazolide P(=O)(C1=[C-]N=NN1)(C1=[C-]N=NN1)C1=[C-]N=NN1